2,3-dibromo-5-phenylnitrobenzene BrC1=C(C=C(C=C1Br)C1=CC=CC=C1)[N+](=O)[O-]